6-[4-[acetyl(cyclopropylmethyl)amino]-3-chloro-phenyl]pyridine-3-carboxylic acid C(C)(=O)N(C1=C(C=C(C=C1)C1=CC=C(C=N1)C(=O)O)Cl)CC1CC1